N-[2-(benzyloxy)-5-chlorobenzyl]-N-(4-PYRIDINYLMETHYL)amine C(C1=CC=CC=C1)OC1=C(CNCC2=CC=NC=C2)C=C(C=C1)Cl